(8R)-8,9-dihydro-1,5,8-trimethylnaphtho[2,1-b]furan-6(7H)-one CC=1C2=C(OC1)C=C(C=1C(C[C@@H](CC12)C)=O)C